tert-butyl 9-(4-bromophenyl)-3,9-diazaspiro[5.5]undecane-3-carboxylate BrC1=CC=C(C=C1)N1CCC2(CCN(CC2)C(=O)OC(C)(C)C)CC1